O[C@]1(CN(OC1)C(=O)C=1N(C=C2N(C(N(C(C21)=O)C)=O)CC(C)C)CC2=C(C(=CC=C2)C)F)C (S)-5-(4-hydroxy-4-methylisoxazolidine-2-carbonyl)-1-isobutyl-3-methyl-6-(2-fluoro-3-methylbenzyl)-1,6-dihydro-2H-pyrrolo[3,4-d]pyrimidine-2,4(3H)-dione